C(CCCCCCCCCCC)N(CCN1CCN(CC1)C(=O)OC(C)(C)C)CCCCCCCCCCCC tert-Butyl 4-(2-(didodecylamino)ethyl)piperazine-1-carboxylate